FC=1C(=C(C=CC1)NC1=C(NC2=C1C(NCC2)=O)C2=C(C=NC=C2)OCCNC(C=C)=O)OC N-(2-((4-(3-((3-fluoro-2-methoxyphenyl)amino)-4-oxo-4,5,6,7-Tetrahydro-1H-pyrrolo[3,2-c]pyridin-2-yl)pyridin-3-yl)oxy)ethyl)acrylamide